The molecule is a mononitronaphthalene substituted by a nitro group at position 1. It has a role as an environmental contaminant and a mouse metabolite. C1=CC=C2C(=C1)C=CC=C2[N+](=O)[O-]